(3S,4R)-4-((5-chloro-4-(4-fluoro-8,9,10,11-tetrahydro-7H-8,11-epiminocyclohepta[c]quinolin-2-yl)pyrimidin-2-yl)amino)tetrahydro-2H-pyran-3-ol ClC=1C(=NC(=NC1)N[C@H]1[C@@H](COCC1)O)C=1C=C2C3=C(C=NC2=C(C1)F)CC1CCC3N1